(S,E)-methyl 7-(1-(2-(bicyclo[1.1.1]pentan-1-ylamino)-2-oxoethyl)-2-oxo-1,2-dihydropyridin-3-ylamino)-7-oxo-6-(1,2,5-thiadiazole-3-carboxamido)hept-2-enoate C12(CC(C1)C2)NC(CN2C(C(=CC=C2)NC([C@H](CC/C=C/C(=O)OC)NC(=O)C2=NSN=C2)=O)=O)=O